C(C1CO1)OCC=C Glycidyl-allyl ether